1-((S)-7-((3S,4R)-4-(2-chloro-5-fluorophenyl)-6,6-dimethyltetrahydro-2H-pyran-3-carbonyl)-6-methyl-2,7-diazaspiro[3.5]nonan-2-yl)prop-2-en-1-one ClC1=C(C=C(C=C1)F)[C@H]1[C@@H](COC(C1)(C)C)C(=O)N1[C@H](CC2(CN(C2)C(C=C)=O)CC1)C